bis[4-(1,1-dimethylethyl)benzoyl-oxy]aluminium hydroxide [OH-].CC(C)(C)C1=CC=C(C(=O)O[Al+]OC(C2=CC=C(C=C2)C(C)(C)C)=O)C=C1